FC1([C@H](CN(CC1)[C@H](C(=O)NC=1N=C2N(C1)C(CC2)C2=C(C=C(C=C2)F)F)C)C2=CNC(C=C2)=O)F (2S)-2-((S)-4,4-difluoro-3-(6-oxo-1,6-dihydropyridin-3-yl)piperidin-1-yl)-N-(5-(2,4-difluorophenyl)-6,7-dihydro-5H-pyrrolo[1,2-a]imidazol-2-yl)propanamide